The molecule is an organic cation obtained by deprotonation of the tertiary amino group of festuclavine; major species at pH 7.3. It is an ammonium ion derivative and an organic cation. It is a conjugate acid of a festuclavine. C[C@@H]1C[C@H]2[C@@H](CC3=CNC4=CC=CC2=C34)[NH+](C1)C